Cl.CN(C/C=C/C(=O)O)C (E)-4-(dimethylamino)but-2-enoic acid hydrochloride